ClC=1C=C(C=CC1OCC1=NC=CC=C1)NC1=NC=NC2=CC=C(C(=C12)OC)NC(C=CC1N(CCC1)C(C)C)=O N-(4-((3-chloro-4-(pyridin-2-ylmethoxy)phenyl)amino)-5-methoxyquinazolin-6-yl)-3-(1-isopropylpyrrolidin-2-yl)acrylamide